(6-(1-(4-chlorophenyl)-3,3-difluorocyclobutane-1-carbonyl)pyridin-3-yl)carbamic acid tert-butyl ester C(C)(C)(C)OC(NC=1C=NC(=CC1)C(=O)C1(CC(C1)(F)F)C1=CC=C(C=C1)Cl)=O